3-{[1,6-bis(2-cyanoethoxy)hexan-2-yl]oxy}propanenitrile C(#N)CCOCC(CCCCOCCC#N)OCCC#N